[W].[La].[Li] lithium lanthanum tungsten